C(C=C)NC=1C=NC=C(C1C)CC1=C(C(=NC=C1)Cl)F N-allyl-5-[(2-chloro-3-fluoro-4-pyridinyl)methyl]-4-methyl-pyridin-3-amine